N[C@H](C(=O)O)CC1=C(C=CC=C1)F (S)-2-amino-3-(2-fluorophenyl)propionic acid